[2H]C(CCCCC(=O)O)(C#C)[2H] 6,6-dideuterooct-7-ynoic acid